F[B-](F)(F)F.OC(CN1C=[N+](C=C1)CC)CO 1-(2,3-dihydroxypropyl)-3-ethylimidazolium tetrafluoroborate